N1=C(C(=NC(=C1CC(=O)O)CC(=O)O)CC(=O)O)CC(=O)O 2,3,5,6-pyrazinetetraacetic acid